4-(1-carbamimidoyl-1,2,3,6-tetrahydro-pyridin-4-yl)-N-[4-(1-carbamimidoyl-1,2,3,6-tetrahydro-pyridin-4-yl)-3-trifluoromethoxy-phenyl]-3-fluoro-benzamide C(N)(=N)N1CCC(=CC1)C1=C(C=C(C(=O)NC2=CC(=C(C=C2)C=2CCN(CC2)C(N)=N)OC(F)(F)F)C=C1)F